ClC=1C=C(C=CC1F)SC=1C=C(C(=CC1)N)N 4-((3-chloro-4-Fluorophenyl)thio)benzene-1,2-diamine